(Z)-2-cyano-3-hydroxy-3-(5-methylisoxazol-4-yl)-N-(3-phenoxyphenyl)acrylamide C(#N)/C(/C(=O)NC1=CC(=CC=C1)OC1=CC=CC=C1)=C(\C=1C=NOC1C)/O